N-(3-(1H-imidazol-1-yl)benzyl)-2-((2-(3-(dimethylamino)phenoxy)ethoxy)methyl)-N-(3-methoxybenzyl)pyridin-4-amine N1(C=NC=C1)C=1C=C(CN(C2=CC(=NC=C2)COCCOC2=CC(=CC=C2)N(C)C)CC2=CC(=CC=C2)OC)C=CC1